COC1[C@]23[C@@]([C@H]4CC[C@]5([C@H]([C@@H]4C1)CC[C@@H]5[C@@H](COC5=NC=CC(=C5)C)C)C)(CC[C@@H]2C3)C 2-((2S)-2-((1aR,3aR,3bS,5aS,6R,8aS,8bS,10aS)-10-methoxy-3a,5a-dimethylhexadecahydrocyclopenta[a]cyclopropa[2,3]cyclopenta[1,2-f]naphthalen-6-yl)propoxy)-4-methylpyridine